4-(3-(2,4-difluoro-3-(propylsulfanyl)benzoyl)-1H-pyrazolo[3,4-b]pyridin-5-yl)-3-methylbenzenesulfonamide FC1=C(C(=O)C2=NNC3=NC=C(C=C32)C3=C(C=C(C=C3)S(=O)(=O)N)C)C=CC(=C1SCCC)F